cholest-5-en-3beta,4beta-diol CC(C)CCC[C@@H](C)[C@H]1CC[C@H]2[C@@H]3CC=C4[C@H]([C@H](CC[C@]4(C)[C@H]3CC[C@]12C)O)O